6-amino-4-fluoro-2H-isoquinolin-1-one NC=1C=C2C(=CNC(C2=CC1)=O)F